(S)-3-(6-methoxypyridin-3-yl)-2,3-dihydro-[1,4]dioxino[2,3-b]pyridine-7-carboxylic acid COC1=CC=C(C=N1)[C@H]1COC=2C(=NC=C(C2)C(=O)O)O1